ClCC(=O)N(CCN(CCN)C(CCl)=O)CCN bis(chloroacetyl)-triethylenetetramine